3-((2-(di-dodecylamino)ethyl)(dodecyl)amino)propan-1-ol C(CCCCCCCCCCC)N(CCN(CCCO)CCCCCCCCCCCC)CCCCCCCCCCCC